O[C@H]1C[C@@H](CCC1)C(=O)OCC1=CC=CC=C1 |r| Rac-benzyl (1R,3R)-3-hydroxycyclohexane-1-carboxylate